(3-(5-amino-2-(2-(trifluoromethyl)pyrimidin-5-yl)phenyl)prop-2-yn-1-yl)carbamic acid tert-butyl ester C(C)(C)(C)OC(NCC#CC1=C(C=CC(=C1)N)C=1C=NC(=NC1)C(F)(F)F)=O